tert-butyl-6-(4-(5-((2R,4S)-2-(2,5-difluoroPhenyl)-4-fluoropyrrolidin-1-yl)pyrazolo[1,5-a]pyrimidine-3-carboxamido)phenyl)-2,6-diazaspiro[3.3]heptane C(C)(C)(C)C1NCC12CN(C2)C2=CC=C(C=C2)NC(=O)C=2C=NN1C2N=C(C=C1)N1[C@H](C[C@@H](C1)F)C1=C(C=CC(=C1)F)F